C1(=CC=CC=C1)S(=O)O phenylsulfinic acid